tert-butyl 5-[4-fluoro-5-[7-fluoro-3-(methoxymethoxy)-8-(2-triisopropylsilylethynyl)-1-naphthyl]-3-methyl-pyrrolo[2,3-c]pyridin-1-yl]-2-azabicyclo[2.2.2]oct-5-ene-2-carboxylate FC1=C2C(=CN=C1C1=CC(=CC3=CC=C(C(=C13)C#C[Si](C(C)C)(C(C)C)C(C)C)F)OCOC)N(C=C2C)C=2C1CN(C(C2)CC1)C(=O)OC(C)(C)C